ON\C(=N/[H])\C1CC1 (Z)-N-hydroxycyclopropanecarboxamidine